2,3-dichloro-α-methylbenzylamine ClC1=C(C(C)N)C=CC=C1Cl